C(C)(C)(C)OC(NC(C(=O)NCC1=CC=C(C=C1)OCC1=CC(=CC=C1)Cl)CC)=O (1-((4-((3-chlorobenzyl)oxy)benzyl)amino)-1-oxobutan-2-yl)carbamic acid tert-butyl ester